FC([C@]12CN(C[C@@]2(C1)C(=O)NN)C1=C2C=CC=NC2=C(C=C1)C(F)(F)F)(F)F (1S,5R)-5-(trifluoromethyl)-3-(8-(trifluoromethyl)quinolin-5-yl)-3-azabicyclo[3.1.0]hexane-1-carboxylic acid hydrazide